(2R)-2-amino-N-[(1S)-2-hydroxy-1-(3-methoxyphenyl)ethyl]-butanamide N[C@@H](C(=O)N[C@H](CO)C1=CC(=CC=C1)OC)CC